hexanediyl-bis(thiocarbamate) C(CCCCCNC([O-])=S)NC([O-])=S